ClC=1C(=C(C(=CC1)N1N=NN=C1)C=1C=CC(=[N+](C1)[O-])[C@H](CC(C)OC)N1N=CC(=C1)C1=CC=C(C=C1)NC(=O)OC)F |o1:19| 5-(3-Chloro-2-fluoro-6-(1H-tetrazol-1-yl)phenyl)-2-((1S*)-3-methoxy-1-(4-(4-((methoxycarbonyl)amino)phenyl)-1H-pyrazol-1-yl)butyl)pyridine 1-oxide